BrC1=CN=C(N1C)C(=O)NC1=CC(=C(C(=O)O)C=C1)Cl 4-(5-bromo-1-methyl-1h-imidazole-2-carboxamido)-2-chlorobenzoic acid